COC=1C=C(C=C(C1)OC)N1C(N(C2=NC(=NC=C2C1)SC)C1CC2(C1)CCN(CC2)C(=O)OC(C)(C)C)=O Tert-butyl 2-(3-(3,5-dimethoxyphenyl)-7-(methylthio)-2-oxo-3,4-dihydropyrimido[4,5-d]pyrimidin-1(2H)-yl)-7-azaspiro[3.5]nonane-7-carboxylate